C(N1N=C(C(=C1)NC=1N=CC2=C(N1)N(C(=C2)C#N)[C@H]2COC[C@@H]2C)O[C@@H]2[C@@H](OC2)C)([2H])([2H])[2H] 2-((1-(methyl-d3)-3-(((2s,3s)-2-methyloxetan-3-yl)oxy)-1H-pyrazol-4-yl)amino)-7-((3r,4r)-4-methyltetrahydrofuran-3-yl)-7H-pyrrolo[2,3-d]pyrimidine-6-carbonitrile